FC(C1=CC=C(C=C1)N1C(N=CC=C1)C=1C(=NN(C1C)C)C)(F)F N-[4-(trifluoromethyl)phenyl]-2-(1,3,5-trimethyl-1H-pyrazol-4-yl)pyrimidine